trans-1-((3-((Cyclopropylmethyl)amino)-5-(4-hydroxycyclohexyl)-6-oxo-5,6-dihydropyrimido[4,5-c]isoquinolin-8-yl)methyl)piperidine-4-carboxylic acid C1(CC1)CNC=1N=CC2=C(N(C(C=3C=C(C=CC23)CN2CCC(CC2)C(=O)O)=O)[C@@H]2CC[C@H](CC2)O)N1